(E)-3-(3-(3,5-bis-(trifluoromethyl)-phenyl)-1H-1,2,4-triazol-1-yl)-2-(pyridin-4-yl)-acrylamide FC(C=1C=C(C=C(C1)C(F)(F)F)C1=NN(C=N1)/C=C(/C(=O)N)\C1=CC=NC=C1)(F)F